3,4-diphenylmethylsulfolane C1(=CC=CC=C1)CC1CS(=O)(=O)CC1CC1=CC=CC=C1